BrC=1C=C2C(=NC(=NC2=CC1)N1CCC(CC1)NC(OC(C)(C)C)=O)C1=CC(=C(C=C1)C#N)F tert-butyl (1-(6-bromo-4-(4-cyano-3-fluorophenyl)quinazolin-2-yl)piperidin-4-yl)carbamate